4-benzoyl-3'-O-methylthiomethyl-5'-O-tert-butyldimethylsilyl-2'-deoxycytidine C(C1=CC=CC=C1)(=O)C1(NC(N([C@H]2C[C@H](OCSC)[C@@H](CO[Si](C)(C)C(C)(C)C)O2)C=C1)=O)N